CON(C(=O)C12CC(CC(N1CC1=NC=CC=C1)C2)C)C Cis-N-methoxy-N,3-dimethyl-6-picolyl-6-azabicyclo[3.1.1]heptane-1-carboxamide